ClC=1C=C(CN2C[C@H](CC2)O)C=CC1N1C=NC(=C1)C1=NC(=NC=C1C(F)(F)F)NC1CCN(CC1)S(=O)(=O)C (S)-1-(3-Chloro-4-(4-(2-((1-(methyl-sulfonyl)piperidin-4-yl)amino)-5-(trifluoromethyl)-pyrimidin-4-yl)-1H-imidazol-1-yl)benzyl)-pyrrolidin-3-ol